NCC=1C=C(C=CC1)N1N=C(C=C1C(=O)N)C(F)(F)F 1-(3-(aminomethyl)phenyl)-3-(trifluoromethyl)-1H-pyrazole-5-carboxamide